BrC=1C=C(C(=NC1)C#C[Si](C)(C)C)N1CCOCC1 4-(5-bromo-2-((trimethylsilyl)ethynyl)pyridin-3-yl)morpholin